1-propyl-1-butylpiperidinium C(CC)[N+]1(CCCCC1)CCCC